OCCOC1=CC=C(C=C1)[C@@H]1C(N(C(N1)=O)[C@@H](CC1=CC=CC=C1)C1=NC2=C(N1)C=C(C=C2)I)=O (R)-5-[4-(2-hydroxy-ethoxy)-phenyl]-3-[(S)-1-(6-iodo-1H-benzoimidazol-2-yl)-2-phenyl-ethyl]-imidazoline-2,4-dione